(R)-1-(3-(1-((7-(6-aminopyridin-3-yl)-6-(2-methoxyethoxy)-2-methylquinazoline-4-yl)amino)ethyl)-2-fluorophenyl)-1,1-difluoro-2-methylpropan-2-ol NC1=CC=C(C=N1)C1=C(C=C2C(=NC(=NC2=C1)C)N[C@H](C)C=1C(=C(C=CC1)C(C(C)(O)C)(F)F)F)OCCOC